3-(7-(1-methyl-1H-pyrazol-4-yl)quinazolin-4-yl)benzo[d]isoxazole CN1N=CC(=C1)C1=CC=C2C(=NC=NC2=C1)C1=NOC2=C1C=CC=C2